(2E,2'E)-2,2'-(1-(5-((2,2,6,6-tetramethylpiperidin-1-yl)methyl)furan-2-yl)propane-1,2-diylidene)bis(N-methylhydrazine-1-carbothioamide) CC1(N(C(CCC1)(C)C)CC1=CC=C(O1)\C(\C(\C)=N\NC(NC)=S)=N\NC(NC)=S)C